(±)-trans-tert-butyl 3-(((R and S)-4'-(tert-butyl)-5-(methoxycarbonyl)-2',3',4',5'-tetrahydro-[1,1'-biphenyl]-2-yl)oxy)-4-hydroxypyrrolidine-1-carboxylate C(C)(C)(C)[C@@H]1CCC(=CC1)C1=C(C=CC(=C1)C(=O)OC)O[C@@H]1CN(C[C@H]1O)C(=O)OC(C)(C)C |r|